chroman-6-carboxylic acid [2-(4-methyl-piperazin-1-yl)-benzooxazol-5-yl]-amide CN1CCN(CC1)C=1OC2=C(N1)C=C(C=C2)NC(=O)C=2C=C1CCCOC1=CC2